pantothenoic acid C(CCNC([C@H](O)C(C)(C)CO)=O)(=O)O